2-(2,6-dioxopiperidin-3-yl)-5-((4-(4-fluorophenyl)piperazin-1-yl)methyl)isoindoline-1,3-dione O=C1NC(CCC1N1C(C2=CC=C(C=C2C1=O)CN1CCN(CC1)C1=CC=C(C=C1)F)=O)=O